CC(=O)OCCCCOC(=O)C The molecule is an acetate ester obtained by the formal condensation of the two hydroxy groups of butane-1,4-diol with two molecules of acetic acid It has a role as a metabolite. It derives from a butane-1,4-diol.